1-({(5R)-3-[2-Fluoro-4'-(3-fluoro-1-methylazetidine-3-sulfonyl)[1,1'-biphenyl]-4-yl]-4,5-dihydro-1,2-oxazol-5-yl}methyl)-1H-1,2,3-triazole FC1=C(C=CC(=C1)C1=NO[C@H](C1)CN1N=NC=C1)C1=CC=C(C=C1)S(=O)(=O)C1(CN(C1)C)F